CN1CCN(CC1)C1=CC=C(C(=O)NC=2C=C(C=CC2)NC(=O)N2CCN(CC2)C2=NC=CC=N2)C=C1 N-(3-(4-(4-methylpiperazin-1-yl)benzamido)phenyl)-4-(pyrimidin-2-yl)piperazine-1-carboxamide